2-(Dimethylamino)-N-((6Z,9Z,28Z,31Z)-Heptatriconta-6,9,28,31-tetraen-19-yl)acetamide CN(CC(=O)NC(CCCCCCCC\C=C/C\C=C/CCCCC)CCCCCCCC\C=C/C\C=C/CCCCC)C